CC1=CC=CC=C1OC(=O)C O-TOLYL ACETATE